NC=1C(=C(C=CC1)C1=C(C(=NC=C1)C1=CC(=C(CN(C(OC(C)(C)C)=O)C[C@H]2NC(CC2)=O)C=C1)OC(F)F)Cl)Cl tert-butyl (S)-(4-(4-(3-amino-2-chlorophenyl)-3-chloropyridin-2-yl)-2-(difluoromethoxy)benzyl)((5-oxopyrrolidin-2-yl)methyl)carbamate